C1(=CC(=CC=C1)C=1OC(=NN1)C1=CC=C(C=C1)C(C)(C)C)C=1OC(=NN1)C1=CC=C(C=C1)C(C)(C)C 2,2'-(1,3-phenylene)-bis[5-(4-tert-butylphenyl)-1,3,4-oxadiazole]